(R)-1-[2-[4,6-bis(4-fluorophenyl)-5-(4-pyridyl)pyrazolo[3,4-b]pyridin-2-yl]ethyl]pyrrolidin FC1=CC=C(C=C1)C=1C=2C(N=C(C1C1=CC=NC=C1)C1=CC=C(C=C1)F)=NN(C2)CCN2CCCC2